9,10-bis(t-butoxycarbonylheptadecamethyleneoxy)anthracene C(C)(C)(C)OC(=O)CCCCCCCCCCCCCCCCCOC=1C2=CC=CC=C2C(=C2C=CC=CC12)OCCCCCCCCCCCCCCCCCC(=O)OC(C)(C)C